CC1(CCCC1)OC(=O)CC[Si](OC)(OC)OC 2-((1-methylcyclopentyl)oxycarbonyl)ethyltrimethoxysilane